Cl.[C@H]12COC[C@@H]2C1NC1=NC=CC(=C1)CCl N-((1R,5S,6r)-3-oxabicyclo[3.1.0]hexan-6-yl)-4-(chloromethyl)pyridin-2-amine hydrochloride